1-(3-methylbut-2-enyl)-1H-benzo[d]imidazol-2(3H)-one CC(=CCN1C(NC2=C1C=CC=C2)=O)C